BrC1=NN2C(C=CC(=C2)C=2C=NN(C2C)C)=C1 bromo-6-(1,5-dimethyl-1H-pyrazol-4-yl)pyrazolo[1,5-a]pyridine